1-(aminomethyl)cyclohexylacetic acid NCC1(CCCCC1)CC(=O)O